(4S)-3-Benzyloxycarbonyl-2-ethyl-oxazolidine-4-carboxylic acid C(C1=CC=CC=C1)OC(=O)N1C(OC[C@H]1C(=O)O)CC